4-(4-(bis(4-fluorophenyl)methyl)piperazin-1-yl)-2-(methylsulfanyl)-3-nitro-1,5-naphthyridine FC1=CC=C(C=C1)C(N1CCN(CC1)C1=C(C(=NC2=CC=CN=C12)SC)[N+](=O)[O-])C1=CC=C(C=C1)F